6-(pyridazin-4-yl)nicotinonitrile N1=NC=C(C=C1)C1=NC=C(C#N)C=C1